NC1=C2N=C(N(C2=NC=N1)CCCNC(=O)C1CC1)SC1=CC2=C(OCO2)C=C1N(C)C Cyclopropanecarboxylic acid {3-[6-amino-8-(6-dimethylamino-benzo[1,3]dioxol-5-ylsulfanyl)-purin-9-yl]-propyl}-amide